C(C1=CC=CC=C1)OC1=CC=C2C(C(OCC2=C1)C1=CC(=CC(=C1)C)F)C1=CC=C(C=C1)N1CCC(CC1)C(OC)OC 1-(4-(7-(benzyloxy)-3-(3-fluoro-5-methylphenyl)isochroman-4-yl)phenyl)-4-(dimethoxymethyl)piperidine